rac-tert-butyl 2-(6-bromoimidazo[1,2-a]pyridin-2-yl)pyrrolidine-1-carboxylate BrC=1C=CC=2N(C1)C=C(N2)[C@@H]2N(CCC2)C(=O)OC(C)(C)C |r|